Methyl-(S,E)-(1-((6-chloro-1-((7-fluoro-4-isobutyl-3H-imidazo[4,5-c]pyridin-2-yl)methyl)-2-oxo-1,2-dihydropyridin-3-yl)amino)-7-(dimethylamino)-1,7-dioxohept-5-en-2-yl)carbamat COC(N[C@H](C(=O)NC=1C(N(C(=CC1)Cl)CC1=NC2=C(C(=NC=C2F)CC(C)C)N1)=O)CC\C=C\C(=O)N(C)C)=O